N-methyl-2-[2-methyl-4-(1-tetrahydropyran-2-yl-3-vinyl-indazol-5-yl)pyrazol-3-yl]oxy-butan-1-amine CNCC(CC)OC=1N(N=CC1C=1C=C2C(=NN(C2=CC1)C1OCCCC1)C=C)C